N1CCC(CC1)CNC(C1=CC=C(C=C1)C=1C=C2C=CN(C2=CC1)C(CC)=O)=O N-(piperidin-4-ylmethyl)-4-(1-propionylindol-5-yl)benzamide